ClC1=C(C=C(C=C1)C1(CC(C1)C)C1=NN=CN1C)NC(=O)C=1C(N(C=C(C1)CNCC(C)C)CC1CC1)=O N-(2-chloro-5-(3-methyl-1-(4-methyl-4H-1,2,4-triazol-3-yl)cyclobutyl)phenyl)-1-(cyclopropylmethyl)-5-((isobutylamino)methyl)-2-oxo-1,2-dihydropyridine-3-carboxamide